C(C)(C)N1C(=NC(=C1)C(F)(F)F)N1C[C@@H]2C([C@@H]2C1)CN ((1R,5S,6r)-3-(1-isopropyl-4-(trifluoromethyl)-1H-imidazol-2-yl)-3-azabicyclo[3.1.0]hexan-6-yl)methanamine